1-[4-(2,5-dimethylphenyl)piperazin-1-yl]-4-(2-pyridyl)butane-1,4-dione CC1=C(C=C(C=C1)C)N1CCN(CC1)C(CCC(=O)C1=NC=CC=C1)=O